CC=1C=C(C=2N(C(C=C(N2)C=2C=NC=CC2)=O)C1)C(C)NC1=C(C(=O)O)C=CC=C1 2-((1-(7-methyl-4-oxo-2-(pyridin-3-yl)-4H-pyrido[1,2-a]pyrimidin-9-yl)ethyl)amino)benzoic acid